3-(4-chlorophenyl)-1-isopropyl-4-(3-(trifluoro-methyl)benzyl)piperazine-2,5-dione ClC1=CC=C(C=C1)C1C(N(CC(N1CC1=CC(=CC=C1)C(F)(F)F)=O)C(C)C)=O